1-allyl-3,5-dimethylpyrazole C(C=C)N1N=C(C=C1C)C